(S)-2-amino-5-(4-(2-hydroxy-2-(m-tolyl)acetamido)-2-methylphenyl)-N-isopropylnicotinamide NC1=C(C(=O)NC(C)C)C=C(C=N1)C1=C(C=C(C=C1)NC([C@H](C=1C=C(C=CC1)C)O)=O)C